BrC1=C(C=C2C(=NC(=NC2=C1)C)N[C@H](C)C1=C(C(=CC=C1)C(F)F)F)P(C)(C)=O (R)-(7-Bromo-4-((1-(3-(difluoromethyl)-2-fluorophenyl)ethyl)amino)-2-methylquinazoline-6-yl)Dimethylphosphine oxide